4-(5-chloro-2-methoxyphenyl)-6-methyl-N-[6-(4-methylpiperidin-1-yl)-[1,3]thiazolo[4,5-b]pyrazin-2-yl]pyridine-3-carboxamide ClC=1C=CC(=C(C1)C1=C(C=NC(=C1)C)C(=O)NC=1SC=2C(=NC=C(N2)N2CCC(CC2)C)N1)OC